2-(chloromethyl)-5,6-dihydro-4H-1,3-oxazine ClCC=1OCCCN1